C(C)C=1C=C(C2=C(OCCO2)C1)N1CCN(CC1)CC 7-Ethyl-5-(4-ethylpiperazin-1-yl)-2,3-dihydro-1,4-benzodioxine